2-(4-chloro-3-methylphenyl)-6,6-dimethyl-3-(pyridin-4-yl)-4,5,6,7-tetrahydropyrazolo[1,5-a]pyrazine hydrogen chloride Cl.ClC1=C(C=C(C=C1)C1=NN2C(CNC(C2)(C)C)=C1C1=CC=NC=C1)C